3-Cyclobutylamino-2-methylpropan C1(CCC1)NCC(C)C